Tert-butyl 4-[4-[2-(dimethylcarbamoyl)-7-fluoro-6-[1-[3-(triazol-1-yl)propanoyl]-3,6-dihydro-2H-pyridin-5-yl]-1H-indol-4-yl]-3-methoxy-phenyl]piperidine-1-carboxylate CN(C(=O)C=1NC2=C(C(=CC(=C2C1)C1=C(C=C(C=C1)C1CCN(CC1)C(=O)OC(C)(C)C)OC)C1=CCCN(C1)C(CCN1N=NC=C1)=O)F)C